C(C)(C)(C)OC(=O)NCC(C(=O)O)C1CCCCC1 3-[(tert-butoxycarbonyl)amino]-2-cyclohexylpropionic acid